CC1=CC=CC=C1SSC2=CC=CC=C2C ditolyl disulfide